C1(CC1)C1=NC=NC(=C1C1=NC=C(C(=N1)OCC1=CC=C(C=C1)C=1N(C=C(N1)C(F)(F)F)CC)C)OC 2-(4-cyclopropyl-6-methoxy-pyrimidin-5-yl)-4-[[4-[1-ethyl-4-(trifluoromethyl)imidazol-2-yl]phenyl]methoxy]-5-methyl-pyrimidine